(R)-4-(5-(benzo[d]thiazol-7-yl)-3-cyanopyridin-2-yl)-N-(2-ethynyl-thiazol-4-yl)-2-(hydroxymethyl)piperazine-1-carboxamide S1C=NC2=C1C(=CC=C2)C=2C=C(C(=NC2)N2C[C@@H](N(CC2)C(=O)NC=2N=C(SC2)C#C)CO)C#N